NCCNC(CNC(C1=C(C=C(C=C1)NC=1C=2N(C=CN1)C(=CN2)C=2C(=NN(C2)CC(F)F)C(F)(F)F)CC)=O)=O N-[2-(2-aminoethylamino)-2-oxo-ethyl]-4-[[3-[1-(2,2-difluoroethyl)-3-(trifluoromethyl)pyrazol-4-yl]imidazo[1,2-a]pyrazin-8-yl]amino]-2-ethyl-benzamide